CN1N=CC(=C1)C(=O)N1CC2=C(CC1)SC(=C2)C2=NOC(=N2)C(F)(F)F (1-methyl-1H-pyrazol-4-yl)(2-(5-(trifluoromethyl)-1,2,4-oxadiazol-3-yl)-6,7-dihydrothieno[3,2-c]pyridin-5(4H)-yl)methanone